3,5-dimethylbenzylformyl azide CC=1C=C(CC(=O)N=[N+]=[N-])C=C(C1)C